((3-fluorocyclobut-2-en-1-yl)oxy)-10-methoxy-1,3,4,6,7,11b-hexahydro-2H-pyrido[2,1-a]isoquinolin-2-ol FC1=CC(C1)OC1C(CCN2C1C1=CC(=CC=C1CC2)OC)O